(1R,2R)-N1,N1-dimethylcyclohexane-1,2-diamine CN([C@H]1[C@@H](CCCC1)N)C